N(=[N+]=[N-])C1C(CCCC1)=O 2-azidocyclohexanone